O=C1NC(CCC1C1=C(C=CC=2NC(N(C21)C)=O)C=O)=O (2,6-Dioxopiperidin-3-yl)-3-methyl-2-oxo-1,3-benzodiazole-5-carbaldehyde